4-(2-((1-((dimethylamino)methyl)cyclopropyl)methoxy)-6,8-difluoro-4-(2,2,2-trifluoroethoxy)quinazolin-7-yl)-5-ethyl-6-fluoronaphthalen-2-ol CN(C)CC1(CC1)COC1=NC2=C(C(=C(C=C2C(=N1)OCC(F)(F)F)F)C1=CC(=CC2=CC=C(C(=C12)CC)F)O)F